(2S,4R)-1-[(2S)-2-(4-cyclopropyltriazol-1-yl)-3,3-dimethyl-butanoyl]-4-hydroxy-N-[1-(2-methoxyethyl)-4,5,6,7-tetrahydroindazol-7-yl]pyrrolidine-2-carboxamide C1(CC1)C=1N=NN(C1)[C@H](C(=O)N1[C@@H](C[C@H](C1)O)C(=O)NC1CCCC=2C=NN(C12)CCOC)C(C)(C)C